FC=1C=C(C=CC1C)[C@]1(CN(CC1)C(=O)NC=1C=C(C(=O)OC)C=CC1OC)C1=NC=NS1 |o1:8| methyl (R or S)-3-(3-(3-fluoro-4-methylphenyl)-3-(1,2,4-thiadiazol-5-yl)pyrrolidine-1-carboxamido)-4-methoxybenzoate